ethyl-3-amino-2',3'-dihydrospiro[cyclohexane-1,1'-inden] C(C)C1C2(C3=CC=CC=C3C1)CC(CCC2)N